C(C=C)OC1(CC=CC=C1)C1=CC=C(C=C1)C1=CC=CC=C1 1'-allyloxy-4-phenylbiphenyl